1-propyl-pyrazole-4-sulfonamide C(CC)N1N=CC(=C1)S(=O)(=O)N